4-Amino-N-(4-methoxyphenyl)-2-(4-(quinolin-3-yl)-1,4-diazepan-1-yl)pyrimidine-5-carboxamide NC1=NC(=NC=C1C(=O)NC1=CC=C(C=C1)OC)N1CCN(CCC1)C=1C=NC2=CC=CC=C2C1